(2-methyl-1H-pyrrolo[2,3-b]pyridin-4-yl)boronic acid CC1=CC=2C(=NC=CC2B(O)O)N1